C1(CC1)CN1CC2(C1)CC(C2)N2CCC(CC2)C=2C=C(C1=C(N(C(=N1)C1=CC(=C(C=C1)OC)OC)C)C2)C 6-(1-(2-(Cyclopropylmethyl)-2-azaspiro[3.3]heptan-6-yl)piperidin-4-yl)-2-(3,4-dimethoxyphenyl)-1,4-dimethyl-1H-benzo[d]imidazol